7-((5-methoxy-7-methyl-1H-indol-4-yl)methyl)-6-(4-(4-(1-methylazetidin-3-yl)piperazine-1-carbonyl)phenyl)-7-azaspiro[3.5]nonane-2-carbonitrile COC=1C(=C2C=CNC2=C(C1)C)CN1C(CC2(CC(C2)C#N)CC1)C1=CC=C(C=C1)C(=O)N1CCN(CC1)C1CN(C1)C